diamino-3,3'-dibromo-9,9'-spirobifluorene NC1=C(C=2C3(C4=CC=CC=C4C2C=C1Br)C1=CC=CC=C1C=1C=C(C=CC13)Br)N